2',4',6'-triisopropyl-2,3,4,5-tetramethyl-1,1'-biphenyl C(C)(C)C1=C(C(=CC(=C1)C(C)C)C(C)C)C1=C(C(=C(C(=C1)C)C)C)C